N1N=CC=C1C=1C=C(C=NC1)C(=O)N (E)-5-(1H-pyrazol-5-yl)pyridine-3-carboxamide